C(#N)C1=CC(=CC2=C1N=C(S2)C2=C1N=CC(=NC1=CC(=C2)C)COC)OCCNS(=O)(=O)C2=CC=C(C=C2)F N-(2-(4-cyano-2-(2-(methoxymethyl)-7-methylquinoxalin-5-yl)benzo[d]thiazol-6-yloxy)ethyl)-4-fluorobenzenesulfonamide